5-(2-Methylmercaptoethyl)-hydantoin CSCCC1C(NC(N1)=O)=O